Silicic acid, sodium salt [Na+].[Si]([O-])([O-])([O-])[O-].[Na+].[Na+].[Na+]